tert-butyl 2-(3-((3-((4-(1H-pyrazol-4-yl) benzyl) (cyclopropyl) amino)-3-oxopropyl) amino) phenoxy)-2-methylpropionate N1N=CC(=C1)C1=CC=C(CN(C(CCNC=2C=C(OC(C(=O)OC(C)(C)C)(C)C)C=CC2)=O)C2CC2)C=C1